C(C)C1=C(C=CC(=C1)N1C[C@H]2CC[C@@H](C1)N2C)NC2=NC=C(C(=N2)NCCCN2C(CCC2)=O)C(F)(F)F 1-(3-((2-((2-ethyl-4-((1R,5S)-8-methyl-3,8-diazabicyclo[3.2.1]octan-3-yl)phenyl)amino)-5-(trifluoromethyl)pyrimidin-4-yl)amino)propyl)pyrrolidin-2-one